CC1(CN(CCC1)C(=O)OCC1=CC=CC=C1)C(=O)OCC 1-benzyl 3-ethyl 3-methylpiperidine-1,3-dicarboxylate